FC=1C(=C(C=C(C1CN1CC2(C1)CN(C2)S(=O)(=O)C)F)C2=CC=C(C=C2)C(C(F)(F)F)(C(F)(F)F)O)C(C)C 2-(3',5'-difluoro-2'-isopropyl-4'-((6-(methylsulfonyl)-2,6-diazaspiro[3.3]heptan-2-yl)methyl)-[1,1'-biphenyl]-4-yl)-1,1,1,3,3,3-hexafluoropropan-2-ol